C(#N)C=1C=C(C=CC1S(=O)(=O)C1=CC(=CC(=C1)F)F)NC(=O)NCC1=CC=NC=C1 1-(3-Cyano-4-((3,5-difluorophenyl)sulfonyl)phenyl)-3-(pyridin-4-ylmethyl)urea